2-(4-((2-((2-(4-(trifluoromethoxy)phenyl)-1H-benzo[d]imidazol-1-yl)methyl)phenoxy)methyl)phenyl)acetic acid FC(OC1=CC=C(C=C1)C1=NC2=C(N1CC1=C(OCC3=CC=C(C=C3)CC(=O)O)C=CC=C1)C=CC=C2)(F)F